(9H-fluoren-9-yl)methyl ((S)-5-(diethylamino)-5-oxo-4-((S)-pyrrolidine-2-carboxamido)pentyl)carbamate C(C)N(C([C@H](CCCNC(OCC1C2=CC=CC=C2C=2C=CC=CC12)=O)NC(=O)[C@H]1NCCC1)=O)CC